(E)-5-chloro-3-((1-hydroxy-2-methylprop-ylimino)methyl)-2-(isobutyryloxy)phenyl 3-methylbenzoate CC=1C=C(C(=O)OC2=C(C(=CC(=C2)Cl)/C=N/C(C(C)C)O)OC(C(C)C)=O)C=CC1